1-(Tert-butyl) 2-methyl (2S,4S)-4-(((1s,4R)-4-methylcyclohexyl)amino)pyrrolidine-1,2-dicarboxylate CC1CCC(CC1)N[C@H]1C[C@H](N(C1)C(=O)OC(C)(C)C)C(=O)OC